argon 2,2-difluoro-1-(pyridin-3-yl)ethan-1-one FC(C(=O)C=1C=NC=CC1)F.[Ar]